CN1CC(C1)(C)C(O)(C=1C=NC=C(C1)N1CCCC1)C1=CC=C(C=C1)OCC (1,3-dimethyl-azetidin-3-yl)-(4-ethoxy-phenyl)-(5-pyrrolidin-1-yl-pyridin-3-yl)-methanol